1,1-dioxo-6-phenyl-1,2-benzothiazol-3-one O=S1(NC(C2=C1C=C(C=C2)C2=CC=CC=C2)=O)=O